N1N=NN=C1C1=CC=C(C=C1)C1=CC2=NC=CC(=C2O1)C1=CC(=NC=C1)C(C)(C)O 2-(4-(2-(4-(1H-tetrazol-5-yl)phenyl)furo[3,2-b]pyridin-7-yl)pyridin-2-yl)propan-2-ol